4-((2r,3r,4s,5r,6r)-4,5-bis(benzyloxy)-3-hydroxy-6-methoxytetrahydro-2H-pyran-2-yl)benzoic acid methyl ester COC(C1=CC=C(C=C1)[C@H]1O[C@H]([C@@H]([C@H]([C@@H]1O)OCC1=CC=CC=C1)OCC1=CC=CC=C1)OC)=O